triazinebenzoic acid N1=NN=C(C=C1)C1=CC=CC=C1C(=O)O